[Sn].C(C)N1CCN(CC1)CC1=C(C=C(C=C1)N=C=S)C(F)(F)F 1-ethyl-4-(4-isothiocyanato-2-(trifluoromethyl)benzyl)piperazine Tin (0)